C1(=C(C=CC=C1)/C(/C(=O)OC)=N/OC)C (Z)-methyl 2-(2-tolyl)-2-methoxyiminoacetate